BrC1=C(C=C2C(=NC(=NC2=C1F)F)N1C2CN(CC1CC2)C(=O)OC(C)(C)C)Cl tert-butyl 8-(7-bromo-6-chloro-2,8-difluoroquinazolin-4-yl)-3,8-diazabicyclo[3.2.1]octane-3-carboxylate